COC=1C=C(C=CC1OC)C(C(N)=NO)CC 3,4-dimethoxyphenyl-N'-hydroxybutaneimidamide